NC1=CC(NN1C1=NC(=CC(=N1)NC1CCC(CC1)(F)F)C)=O 5-amino-1-(4-((4,4-difluorocyclohexyl)amino)-6-methylpyrimidin-2-yl)-1,2-dihydro-3H-pyrazol-3-one